O=C1NC=2C(=NC=CC2N2CCN(CC2)C(=O)NC2=CC(=NC=C2)OC)N1 4-(2,3-dihydro-2-oxo-1H-imidazo[4,5-b]pyridin-7-yl)-N-(2-methoxypyridin-4-yl)piperazine-1-carboxamide